FC(C1=NN=C(O1)C=1C=CC(=NC1)CN(C(=O)N1CC(SC(C1)C)C)C1=CC=C(C=C1)F)F N-[[5-[5-(difluoromethyl)-1,3,4-oxadiazol-2-yl]-2-pyridinyl]methyl]-N-(4-fluorophenyl)-2,6-dimethyl-thiomorpholine-4-carboxamide